p-octyl-acetophenone C(CCCCCCC)C1=CC=C(C=C1)C(C)=O